[(2R)-4-[5-chloro-4-[[(1R)-1-(2,4-dichlorophenyl)ethyl]amino]pyrimidin-2-yl]-2-methyl-piperazin-1-yl]-piperazin-1-yl-methanone ClC=1C(=NC(=NC1)N1C[C@H](N(CC1)C(=O)N1CCNCC1)C)N[C@H](C)C1=C(C=C(C=C1)Cl)Cl